trifluoroacetate ammonium salt [NH4+].FC(C(=O)[O-])(F)F